FC([C@H]1COCCN1C=1C=C2C(=CC=NC2=CC1)C(=O)OC(C)(C)C)(F)F |o1:2| rel-tert-butyl (R)-6-(3-(trifluoromethyl)-morpholino)quinoline-4-carboxylate